1,4-bis(4-amino-alpha,alpha-dimethylbenzyl)benzene NC1=CC=C(C(C)(C)C2=CC=C(C=C2)C(C2=CC=C(C=C2)N)(C)C)C=C1